tert-butyl-(3-amino-4,5,6,7-tetrahydro-2H-pyrazolo[4,3-c]pyridin-1-yl)(6-fluoro-8-methyl-1,2,3,4-tetrahydroquinolin-4-yl)methanone C(C)(C)(C)N1CCC(C2=CC(=CC(=C12)C)F)C(=O)N1NC(C=2CNCCC21)N